[Si](C)(C)(C(C)(C)C)OC[C@](CCCC)(C)NC1=CC(=NC2=CC(=CN=C12)C=1C=NC(=CC1)CN1CCCC1)NCC1=C(C=C(C=C1)OC)OC (R)-N4-(1-((tert-butyldimethylsilyl)oxy)-2-methylhex-2-yl)-N2-(2,4-dimethoxybenzyl)-7-(6-(pyrrolidin-1-ylmethyl)pyridin-3-yl)-1,5-naphthyridine-2,4-diamine